4-(N-tert-butoxycarbonyl-S-ethyl-sulfonimidoyl)benzoic Acid C(C)(C)(C)OC(=O)N=S(=O)(CC)C1=CC=C(C(=O)O)C=C1